O1BCCC1 oxaborolan